4-Benzyl-3,4-dihydro-2H-benzo[b][1,4]oxazin-7-yl-3-(1H-indol-6-yl)urea C(C1=CC=CC=C1)N1C2=C(OCC1)C=C(C=C2)NC(=O)NC2=CC=C1C=CNC1=C2